(S)-(1-(5-chloro-2-isopropoxybenzyl)pyrrolidin-3-yl)methanamine difumarate C(\C=C\C(=O)O)(=O)O.C(\C=C\C(=O)O)(=O)O.ClC=1C=CC(=C(CN2C[C@@H](CC2)CN)C1)OC(C)C